5-[3-methoxy-propyl]piperidine COCCCC1CCCNC1